C(CCCCCCCCCCC)(=O)[C@@]1([C@H](O)[C@H](O)[C@@H](CO)O1)N1C(=O)N=C(N)C=C1 lauroyl-cytidine